tert-butyl (1-((3-bromo-4-cyanophenyl)sulfonyl)piperidin-4-yl)-carbamate BrC=1C=C(C=CC1C#N)S(=O)(=O)N1CCC(CC1)NC(OC(C)(C)C)=O